4-methyl-4,5,6,7-tetrahydro-1H-benzo[1,2,3]triazole CC1CCCC=2NN=NC21